N-(1-(p-tolyl)ethyl)piperidine-4-carboxamide butyl-(R)-2-(2-(2-fluorophenyl)-6-oxo-5-((1-(2-phenyloxazol-4-yl)ethyl)amino)pyrimidin-1(6H)-yl)acetate C(CCC)OC(CN1C(=NC=C(C1=O)N[C@H](C)C=1N=C(OC1)C1=CC=CC=C1)C1=C(C=CC=C1)F)=O.C1(=CC=C(C=C1)C(C)NC(=O)C1CCNCC1)C